(E)-9-tetradecen-1-ol C(CCCCCCC\C=C\CCCC)O